3-((3aR,5r,6aS)-5-benzyl-5-hydroxyhexahydrocyclopenta[c]pyrrol-2(1H)-yl)-1-(4-hydroxyphenyl)propan-1-one C(C1=CC=CC=C1)C1(C[C@@H]2[C@@H](CN(C2)CCC(=O)C2=CC=C(C=C2)O)C1)O